CN1C(=NN=C1)CC1(COC1)C=1C=C(C=CC1)N1C(C2=CC(=CC(=C2C1)C(F)(F)F)N1CC(C1)C)=O 2-(3-(3-((4-methyl-4H-1,2,4-triazol-3-yl)methyl)oxetan-3-yl)phenyl)-6-(3-methylazetidin-1-yl)-4-(trifluoromethyl)isoindolin-1-one